C1CCC2=C(C=3CCCC3C=C12)NC(=O)NS(=O)(=N)C1=CC2=C(B(OC2)O)C=C1 N-((1,2,3,5,6,7-hexahydro-s-indacen-4-yl)carbamoyl)-1-hydroxy-1,3-dihydrobenzo[c][1,2]oxaborole-5-sulfonimidamide